(S)-1-((S)-2-hydroxypropionyl)piperidine-3-carboxylic acid ethyl ester C(C)OC(=O)[C@@H]1CN(CCC1)C([C@H](C)O)=O